7H-cyclopenta[h]quinazoline N1=CN=CC2=CC=C3C(=C12)C=CC3